4-[(4-methylpiperazin-1-yl)methyl]-N-[4-methyl-3-[(4-pyridin-3-yl-1,3-thiazol-2-yl)amino]phenyl]benzamide CN1CCN(CC1)CC1=CC=C(C(=O)NC2=CC(=C(C=C2)C)NC=2SC=C(N2)C=2C=NC=CC2)C=C1